N1C=NC2=C1C=CC=C2N2C(N=C(C1=CC=C(C=C21)Cl)NC)=O 1-(1H-benzo[d]imidazol-4-yl)-7-chloro-4-(methylamino)quinazolin-2(1H)-one